S1C(=NC2=C1C=CC=C2)C([C@H](C[C@H]2C(NCC2)=O)NC(=O)[C@H]2N(CC1(CC1)C2)C(=O)C=2NC1=CC=CC=C1C2)=O (S)-N-((S)-1-(benzo[d]thiazol-2-yl)-1-oxo-3-((S)-2-oxopyrrolidin-3-yl)propan-2-yl)-5-(1H-indole-2-carbonyl)-5-azaspiro[2.4]heptane-6-carboxamide